5-amino-N-[2-(3-amino-4-methoxypyrrolidin-1-yl)-3-fluoro-5,6,7,8-tetrahydroquinolin-6-yl]-2-methylthieno[2,3-d]pyrimidine-6-carboxamide NC1=C(SC=2N=C(N=CC21)C)C(=O)NC2CC=1C=C(C(=NC1CC2)N2CC(C(C2)OC)N)F